4-(benzo[f]pyrido[1,2-a]indol-12-yl)-2,6-di-tert-butylphenol C1=CC=CN2C1=C(C=1C=C3C(=CC21)C=CC=C3)C3=CC(=C(C(=C3)C(C)(C)C)O)C(C)(C)C